S1C(=NC2=C1C=CC=C2)C2N(CCCC2)C(=O)N([C@H]2CNCCC2)C2=NC=CC1=CC=CC(=C21)C 2-(benzo[d]thiazol-2-yl)-N-(8-methylisoquinolin-1-yl)-N-((R)-piperidin-3-yl)piperidine-1-carboxamide